6-((2S)-2-(hydroxymethyl)-5-(4-(trifluoromethyl)phenyl)piperidin-1-yl)nicotinic acid methyl ester COC(C1=CN=C(C=C1)N1[C@@H](CCC(C1)C1=CC=C(C=C1)C(F)(F)F)CO)=O